FC(F)(F)C1=NC=CC=C1S (trifluoromethyl)pyridine-3-thiol